1-chloro-4-(isocyanato-methyl)benzene ClC1=CC=C(C=C1)CN=C=O